ClC(CCCCCCCC)CCCCCCC 9-chlorohexadecane